[K+].C(CC)C(=C(C(=O)[O-])C)S(=O)(=O)O.C(C1=CC=CC=C1)N1C[C@@H]2[C@H](C1)CC(C2)(C)NC=O N-((3aR,5s,6aS)-2-benzyl-5-methyloctahydrocyclopenta[c]pyrrol-5-yl)formamide 3-propyl-sulfomethacrylate potassium salt